FC1=C(C(=C(C=C1)F)F)CC(=O)[O-].[Ce+3].FC1=CC=C(C=C1)C=1N=C2N(C=CN=C2)C1.FC1=C(C(=C(C=C1)F)F)CC(=O)[O-].FC1=C(C(=C(C=C1)F)F)CC(=O)[O-] 2-(4-fluorophenyl)imidazo[1,2-a]pyrazine cerium 2,5,6-trifluorophenylacetate